OC1=C2C=CN(CC2=CC=C1)C 5-hydroxy-2-methylisoquinoline